2-(ethoxy-methylphosphoryl)-ethyl alcohol C(C)OP(=O)(C)CCO